ClC1=C(C=CC=C1)\N=C(/N)\C1=C(C=2N(N=C1)C=C(C2)C2=C(C=C(C=C2)OC)C)NC2CCC(CC2)NS(=O)(=O)CCC (Z)-N'-(2-chlorophenyl)-6-(4-methoxy-2-methylphenyl)-4-(((1r,4r)-4-(propylsulfonamido)cyclohexyl)amino)pyrrolo[1,2-b]pyridazine-3-carboximidamide